5'-(2,6-diphenylpyrimidin-4-yl)-4,4''-bis(3-phenyl-9H-carbazol-9-yl)-4'-(4-(3-phenyl-9H-carbazol-9-yl)phenyl)-[1,1':2',1''-terphenyl]-3'-carbonitrile C1(=CC=CC=C1)C1=NC(=CC(=N1)C=1C(=C(C(=C(C1)C1=CC=C(C=C1)N1C2=CC=CC=C2C=2C=C(C=CC12)C1=CC=CC=C1)C1=CC=C(C=C1)N1C2=CC=CC=C2C=2C=C(C=CC12)C1=CC=CC=C1)C#N)C1=CC=C(C=C1)N1C2=CC=CC=C2C=2C=C(C=CC12)C1=CC=CC=C1)C1=CC=CC=C1